((2-hydroxycyclohexyl)methyl)benzamide OC1C(CCCC1)CC1=C(C(=O)N)C=CC=C1